N=C(C)NCCCC[C@H](N)C(=O)O L-N6-(1-iminoethyl)-lysine